4-(3,8-Diazabicyclo[3.2.1]oct-3-yl)-6-(isopropyl-(methyl)amino)-2,3-dihydro-1H-pyrrolo[3,4-c]pyridin-1-one C12CN(CC(CC1)N2)C2=NC(=CC1=C2CNC1=O)N(C)C(C)C